(S)-ethyl 8-(2-amino-6-((R)-1-(4-butyl-2-(3-methyl-1H-pyrazol-1-yl)phenyl)-2,2,2-trifluoroethoxy)pyrimidin-4-yl)-2,8-diazaspiro[4.5]decane-3-carboxylate NC1=NC(=CC(=N1)N1CCC2(C[C@H](NC2)C(=O)OCC)CC1)O[C@@H](C(F)(F)F)C1=C(C=C(C=C1)CCCC)N1N=C(C=C1)C